1-N-[4-[(6-cyano-7-methoxy-1,5-naphthyridin-4-yl)oxy]phenyl]-1-N'-(4-fluoro-phenyl)cyclopropane-1,1-dicarboxamide C(#N)C=1N=C2C(=CC=NC2=CC1OC)OC1=CC=C(C=C1)NC(=O)C1(CC1)C(=O)NC1=CC=C(C=C1)F